COCC(=O)NC\C=C\C=1C=C2C(=NC=NC2=CC1)NC1=CC(=C(C=C1)OC=1C=NC(=CC1)C)C 2-methoxy-N-[3-[4-[3-methyl-4-(6-methyl-pyridin-3-yloxy)phenyl-amino]quinazolin-6-yl]-E-allyl]acetamide